(S,Z)-5-Fluoro-3-(8-(2-(hydroxymethyl)-4-(methoxyimino)pyrrolidine-1-carbonyl)-2,3-dihydrobenzo[b][1,4]dioxin-5-yl)-2-methylbenzonitrile FC=1C=C(C(=C(C#N)C1)C)C1=CC=C(C=2OCCOC21)C(=O)N2[C@@H](C/C(/C2)=N/OC)CO